C(C)N(CCOC(=O)OC(CCOC(CCCCC(OCCCCCCCC)OCCCCCCCC)=O)CCCCCCCCCCCC)CC 3-(((2-(diethylamino)ethoxy)carbonyl)oxy)pentadecyl-6,6-bis(octyloxy)hexanoate